2-(2,6-dioxopiperidin-3-yl)-5-fluoro-6-(8-(piperidin-4-ylmethyl)-3,8-diazabicyclo[3.2.1]octan-3-yl)isoindoline-1,3-dione O=C1NC(CCC1N1C(C2=CC(=C(C=C2C1=O)F)N1CC2CCC(C1)N2CC2CCNCC2)=O)=O